tert-butyl-(2R,4R)-1-(3-chloro-2-fluorobenzyl)-4-((6-chloro-3,5-difluoro-4-methylpyridin-2-yl) methyl)-2-methylpiperidine-4-carboxylate C(C)(C)(C)OC(=O)[C@]1(C[C@H](N(CC1)CC1=C(C(=CC=C1)Cl)F)C)CC1=NC(=C(C(=C1F)C)F)Cl